C(C1=CC=CC=C1)N1C(N(C(C1=O)=O)CC(=O)C=1SC(=CC1)Cl)=O 1-benzyl-3-(2-(5-chlorothiophen-2-yl)-2-oxoethyl)imidazolidine-2,4,5-trione